((7-chloro-3,4-dihydro-2H-benzo[b][1,4]dioxepin-3-yl)methoxy)triisopropylsilane ClC1=CC2=C(OCC(CO2)CO[Si](C(C)C)(C(C)C)C(C)C)C=C1